3-(3-Cyclopentyloxy-4-methoxyphenyl)-3-(1,3-dioxoisoindol-2-yl)propanamide C1(CCCC1)OC=1C=C(C=CC1OC)C(CC(=O)N)N1C(C2=CC=CC=C2C1=O)=O